2-amino-N-(4-chlorophenyl)-4-methyl-4,6-dihydrothieno[2,3-c]Furan-3-carboxamide NC1=C(C2=C(COC2C)S1)C(=O)NC1=CC=C(C=C1)Cl